(3,5-dimethyl-1H-pyrazole-1-carbonyl)-6-methyl-N-(1-methylcyclopropyl)furo[2,3-d]pyrimidin-4-amine CC1=NN(C(=C1)C)C(=O)C=1N=C(C2=C(N1)OC(=C2)C)NC2(CC2)C